tert-butyl (6,7-dichloro-3-iodo-2-(((tetrahydro-2H-pyran-2-yl)oxy)methyl)-1H-indol-4-yl)carbamate ClC1=CC(=C2C(=C(NC2=C1Cl)COC1OCCCC1)I)NC(OC(C)(C)C)=O